ClC1=C(C(=O)NCC(N2CCC(CC2)OC2=NC=CC(=N2)OC)C2=C(N=CS2)C(F)F)C(=CC=C1)F 2-Chloro-N-{2-[4-(difluoromethyl)-1,3-thiazol-5-yl]-2-{4-[(4-methoxypyrimidin-2-yl)oxy]piperidin-1-yl}ethyl}-6-fluorobenzamid